C(C)(C)(C)C1=C(C=CC(=C1)C(C)(C)C)OP(OC1=C(C=C(C=C1)C(C)(C)C)C(C)(C)C)OC1=C(C=C(C=C1)C(C)(C)C)C(C)(C)C.C1(CC2C(CC1)O2)C[Si](OC)(OC)OC (3,4-epoxycyclohexyl)methyl-trimethoxysilane tris(2,4-di-tert.-butylphenyl)phosphite